C(#N)C1=C(OC2=C(C=C(C=C2C1=O)C)C(C)NC1=C(C(=O)O)C=CC=C1)N1CCC(CC1)(C)C 2-[1-[3-Cyano-2-(4,4-dimethyl-1-piperidyl)-6-methyl-4-oxo-chromen-8-yl]ethylamino]benzoic acid